benzoimidazole-5-carboxylic acid (2-trifluoromethoxy-ethyl)-amide FC(OCCNC(=O)C1=CC2=C(N=CN2)C=C1)(F)F